cyclohexyl(8-(p-tolyl)-1,3,4,5-tetrahydro-2H-pyrido[4,3-b]indol-2-yl)methanone C1(CCCCC1)C(=O)N1CC2=C(NC=3C=CC(=CC23)C2=CC=C(C=C2)C)CC1